OC=1C=C(C=CC1O)[C@H]1OC=2C=3[C@H]4C5=C(C=C(C=C5O[C@@](OC3C=C(C2C[C@H]1O)O)([C@@H]4O)C4=CC(=C(C=C4)O)O)O)O (1R,5R,6R,13S,21R)-5,13-bis(3,4-dihydroxyphenyl)-4,12,14-trioxapentacyclo[11.7.1.02,11.03,8.015,20]henicosa-2(11),3(8),9,15,17,19-hexaene-6,9,17,19,21-pentol